3-((Fluoromethyl)sulfonyl)-N-((2-(1-(2-methoxyethyl)-2-methyl-1H-indol-4-yl)-1,6-naphthyridin-7-yl)methyl)benzofuran-5-carboxamide FCS(=O)(=O)C1=COC2=C1C=C(C=C2)C(=O)NCC2=NC=C1C=CC(=NC1=C2)C2=C1C=C(N(C1=CC=C2)CCOC)C